[O].[O].CC1C(N(CC1)C1=CC=CC=C1)(C1=CC=CC=C1)C dimethyl-diphenylpyrrolidine dioxygen